4-(3,4-difluorophenyl)-1-(3-(pyridin-4-yl)bicyclo[1.1.1]pentan-1-yl)piperidine-2,6-dione FC=1C=C(C=CC1F)C1CC(N(C(C1)=O)C12CC(C1)(C2)C2=CC=NC=C2)=O